2-(1-(4-Fluoro-3-hydroxyphenyl)-1H-indazol-5-yl)benzonitrile FC1=C(C=C(C=C1)N1N=CC2=CC(=CC=C12)C1=C(C#N)C=CC=C1)O